2,6-difluoro-3-bromobenzoate FC1=C(C(=O)[O-])C(=CC=C1Br)F